3-(5-(4-(6-amino-5-(difluoromethoxy)-4-methylpyridin-2-yl)-2-fluorophenyl)-2-oxooxazol-3(2H)-yl)-1-(hydroxymethyl)piperidine-2,6-dione NC1=C(C(=CC(=N1)C1=CC(=C(C=C1)C1=CN(C(O1)=O)C1C(N(C(CC1)=O)CO)=O)F)C)OC(F)F